CC1=C(C(=O)NC(C)C2=CC=[N+](C3=CC=CC=C23)[O-])C=CC=C1 4-(1-(2-methylbenzamido)ethyl)quinoline 1-oxide